[C@H]12CNCC[C@@H]2CN1C=1SC2=C(N=NC(=C2)C2=C(C=C(C=C2)C=2C=NNC2)O)N1 2-{6-[(1S,6R)-3,8-Diazabicyclo[4.2.0]octan-8-yl][1,3]thiazolo[4,5-c]pyridazin-3-yl}-5-(1H-pyrazol-4-yl)phenol